ONC(=N)C=1C=C(SC1)[C@@H](COC)NC(OC(C)(C)C)=O tert-butyl (R)-(1-(4-(N-hydroxycarbamimidoyl)thiophen-2-yl)-2-methoxyethyl)carbamate